S(N)([O-])(=O)=O.[NH4+].C(C)OC=CC1=C(N=NC=C1)C(=O)N 4-(2-ethoxyvinyl)pyridazine-3-carboxamide Ammonium sulfamate